FC=1C(=NC(=NC1)NC1=NC=C(C=C1)CN1CCNCC1)C1=CC2=C(N=C3N2[C@@H](CC3)C(F)(F)F)C(=C1)F (S)-5-fluoro-4-(5-fluoro-1-(trifluoromethyl)-2,3-dihydro-1H-benzo[d]pyrrolo[1,2-a]imidazol-7-yl)-N-(5-(piperazin-1-ylmethyl)pyridin-2-yl)pyrimidin-2-amine